C(C)(C)(C)OC(=O)N1C2(COC2)CC(C1)(C)CO.C(C(C)C)CC(CCCCC)=O isobutyl-heptanone tert-butyl-7-(hydroxymethyl)-7-methyl-2-oxa-5-azaspiro[3.4]octane-5-carboxylate